C(C1=CC=CC=C1)N1N=NN=C1C(N1CCN(CC1)C)C1=NC=CC=C1 1-((1-benzyl-1H-tetrazol-5-yl)(pyridin-2-yl)methyl)-4-methylpiperazine